NC=1C(=NC(=CC1)C1=CC=CC=C1)NC1=C(C(=C(C=C1)NC(=O)C1CC2(CC(C2)C(=O)OC)C1)F)C methyl 6-((4-((3-amino-6-phenylpyridin-2-yl)amino)-2-fluoro-3-methylphenyl)carbamoyl)spiro[3.3]heptane-2-carboxylate